4-chloro-2-(2,2-dimethyl-1-(2-((tetrahydro-2H-pyran-2-yl)oxy)ethyl)-2,5-dihydro-1H-pyrrol-3-yl)thieno[2,3-b]pyridine ClC1=C2C(=NC=C1)SC(=C2)C=2C(N(CC2)CCOC2OCCCC2)(C)C